OCCOCCOC1=C(C=C(CN(CCC2=CC=C(C=C2)NC(=O)C2=C(C=C(C(=C2)OC)OC)NC(=O)C=2OC3=CC=CC=C3C(C2)=O)C)C=C1)OC N-(2-((4-(2-((4-(2-(2-Hydroxyethoxy)ethoxy)-3-methoxybenzyl)(methyl)amino)ethyl)phenyl)carbamoyl)-4,5-dimethoxyphenyl)-4-oxo-4H-chromene-2-carboxamide